(R)-3-(1-(1-((R)-1-(2,4-dichlorophenyl) ethyl)-1H-[1,2,3]triazolo[4,5-b]pyrazin-6-yl) azetidin-3-yl)-1-methylcyclobutane-1-carboxylate ClC1=C(C=CC(=C1)Cl)[C@@H](C)N1N=NC=2C1=NC(=CN2)N2CC(C2)C2CC(C2)(C(=O)[O-])C